BrC=1N(N=C2N=C(C=CC21)C2=C(C=C(C=C2C)C(F)(F)F)OCOCC)C2CCC(N(C2)C)=O 5-(3-bromo-6-(2-(ethoxymethoxy)-6-methyl-4-(trifluoromethyl)phenyl)-2H-pyrazolo[3,4-b]pyridin-2-yl)-1-methylpiperidin-2-one